6-chloro-7-(cyclopropoxy)-N-[5-(3,3-difluoropropyl)-4-methoxy-pyrimidin-2-yl]-1H-indole-3-sulfonamide ClC1=CC=C2C(=CNC2=C1OC1CC1)S(=O)(=O)NC1=NC=C(C(=N1)OC)CCC(F)F